N(=O)[O-].[Na+].C1(CC1)OC=1C(=CC2=CNN=C2C1)I 6-Cyclopropoxy-5-iodo-2H-indazole Sodium nitrite